ethyl 4-amino-2-(3-(benzo[d]thiazol-2-yl)-3,8-diazabicyclo[3.2.1]octan-8-yl)pyrimidine-5-carboxylate NC1=NC(=NC=C1C(=O)OCC)N1C2CN(CC1CC2)C=2SC1=C(N2)C=CC=C1